NCCC[Si](C)(OCC)OCC 3-aminopropyl(diethoxy)-methylsilane